N-Formylglycine C(C(=O)O)NC=O